CC1=C(C(=O)OCC(C(CO)(C)C)(C)C)C(=CC=C1)C 4-hydroxy-2,2,3,3-tetramethylbutyl 2,6-dimethylbenzoate